C(C)(C)(C)OC(N[C@@H]1CN(CC1)C(C1=CC=C(C=C1)NC=1C(=NN(C1)C1=C(C=CC=C1Cl)Cl)C(N)=O)=O)=O (S)-tert-butyl-(1-(4-((3-carbamoyl-1-(2,6-dichlorophenyl)-1H-pyrazol-4-yl)amino)benzoyl)pyrrolidin-3-yl)carbamate